3-((5-bromo-1-(trifluoromethyl)-5,6-dihydrospiro[cyclopenta[c]pyridine-7,2'-[1,3]dioxolan]-4-yl)oxy)-5-fluorobenzonitrile BrC1CC2(OCCO2)C=2C(=NC=C(C21)OC=2C=C(C#N)C=C(C2)F)C(F)(F)F